FC1=CC=C2CCCC3(C2=C1)CC(CCC3)=O 7'-fluoro-3',4'-dihydro-2'H-spiro[cyclohexane-1,1'-naphthalen]-3-one